COC1=CC=C(C=C1)C(=CN(C1=CC=2C3(C4=CC(=CC=C4C2C=C1)N(C=C(C1=CC=C(C=C1)OC)C1=CC=C(C=C1)OC)C=C(C1=CC=C(C=C1)OC)C1=CC=C(C=C1)OC)C1=CC=CC=C1C=1C=CC=CC13)C=C(C1=CC=C(C=C1)OC)C1=CC=C(C=C1)OC)C1=CC=C(C=C1)OC N2,N2,N7,N7-tetrakis[2,2-bis(4-methoxyphenyl)vinyl]-9,9'-spirobi[fluorene]-2,7-diamine